6-([1,1'-biphenyl]-3-ylmethyl)-7-(ethylsulfonylamino)-5-azaspiro[2.4]heptane-5-carboxylic acid tert-butyl ester C(C)(C)(C)OC(=O)N1CC2(CC2)C(C1CC=1C=C(C=CC1)C1=CC=CC=C1)NS(=O)(=O)CC